BrC1=CC=CC=2C=3N(C(=NC12)NC=1C(N=CC=NC1)=O)N=C(N3)C=3C=NN(C3)C3CC3 (6S)-6-{[7-bromo-2-(1-cyclopropyl-1H-pyrazol-4-yl)[1,2,4]triazolo[1,5-c]quinazolin-5-yl]amino}-1,4-diazepin-5-one